((3aR,4R,6R,6aR)-6-methoxy-2,2-dimethyltetrahydrofuro[3,4-d][1,3]dioxol-4-yl)methyl 4-methylbenzenesulfonate CC1=CC=C(C=C1)S(=O)(=O)OC[C@H]1O[C@H]([C@@H]2OC(O[C@@H]21)(C)C)OC